The molecule is a linear trisaccharide consisting of three alpha-D-rhamose units joined by an alpha-(1->2)- and an alpha-(1->3)- linkage. It has a role as an epitope. C[C@@H]1[C@H]([C@@H]([C@@H]([C@H](O1)O)O)O[C@@H]2[C@H]([C@H]([C@@H]([C@H](O2)C)O)O)O[C@@H]3[C@H]([C@H]([C@@H]([C@H](O3)C)O)O)O)O